C(C)NC(C(CCCC=O)=O)=O 6-(ethylamino)-1,5,6-trioxohexan